2-[4-(difluoromethyl)-1,3-thiazol-5-yl]-2-[4-(pyrazin-2-yloxy)piperidin-1-ylethyl]-6-fluorobenzamid FC(C=1N=CSC1C1(C(C(=O)N)C(=CC=C1)F)CCN1CCC(CC1)OC1=NC=CN=C1)F